CC1CN(CC(C1)C)C1=NC=C(C=N1)C1(CC2(C1)CC(C2)N)N 2-(2-(3,5-dimethylpiperidin-1-yl)pyrimidin-5-yl)spiro[3.3]heptane-2,6-diamine